C(C)(C)(C)OC(CN1CCN(CCN(CCNCC1)CC(OC(C)(C)C)=O)C(C(=O)OCC)CC1=CC=C(C=C1)OCCOCCOCCOCC)=O ethyl 2-[4,10-bis(2-tert-butoxy-2-oxoethyl)-1,4,7,10-tetraazacyclododecan-1-yl]-3-(4-{2-[2-(2-ethoxyethoxy)ethoxy]ethoxy}phenyl)propanoate